FC1=C(C(C(C(C1(F)F)(F)F)(F)F)(F)F)C(F)(F)F perfluoro(1-methylcyclohexene)